racemic-1-(ethylamino)-8-fluoro-1,2,4,5-tetrahydropyrano[3,4-c]isoquinolin-6-one C(C)N[C@H]1COCC=2NC(C=3C=C(C=CC3C21)F)=O |r|